(S)-7-((1H-imidazol-1-yl)methyl)-9-(1-ethyl-3-(trifluoromethyl)-1H-pyrazol-4-yl)-4-(6-methoxychroman-4-yl)-3,4-dihydrobenzo[f][1,4]oxazepin-5(2H)-one N1(C=NC=C1)CC=1C=C(C2=C(C(N(CCO2)[C@H]2CCOC3=CC=C(C=C23)OC)=O)C1)C=1C(=NN(C1)CC)C(F)(F)F